NC1=C2C(=NC=N1)N(N=C2C2=CC=C(C=C2)OC2=CC=CC=C2)[C@H]2CN(CCC2)C(CCCN2CCN(CC2)CCCCCCSC2=C1CN(C(C1=CC=C2)=O)C2C(NC(CC2)=O)=O)=O 3-(4-((6-(4-(4-((R)-3-(4-amino-3-(4-phenoxyphenyl)-1H-pyrazolo[3,4-d]pyrimidin-1-yl)piperidin-1-yl)-4-oxobutyl)piperazin-1-yl)hexyl)thio)-1-oxoisoindoline-2-yl)piperidine-2,6-dione